CC1=C(C(=O)NC2=C(C=CC=C2)C)C=CC(=C1)S(N[C@H](C)C1CCN(CC1)C)(=O)=O (R)-2-methyl-4-(N-(1-(1-methylpiperidin-4-yl)ethyl)sulfamoyl)-N-(o-tolyl)benzamide